FC=1C(=NC=C(C1NC1=C(C(=CC=C1)C1=NN(C=N1)C)OC)C(CC)=O)NC(=O)C1CC1 N-(3-fluoro-4-((2-methoxy-3-(1-methyl-1H-1,2,4-triazol-3-yl)phenyl)amino)-5-propionylpyridin-2-yl)cyclopropanecarboxamide